Methyl-2',3',5'-tri-O-methyluridine C[C@@]1([C@H](OC)[C@H](OC)[C@@H](COC)O1)N1C(=O)NC(=O)C=C1